(5-((2-(piperidin-1-yl)pyrimidin-5-yl)oxy)thiazol-2-yl)bicyclo[1.1.1]pentane-1-carboxamide N1(CCCCC1)C1=NC=C(C=N1)OC1=CN=C(S1)C1C2(CC1C2)C(=O)N